NC1=CC=CC(=N1)S(=O)(=O)NC(=O)C=1C(=NC(=CC1)C=1C=NC(=CC1)OC(C)C)N1CCC2(OCC2)CC1 N-[(6-amino-2-pyridyl)sulfonyl]-6-(6-isopropoxy-3-pyridyl)-2-(3-oxa-7-azaspiro[3.5]nonan-7-yl)pyridine-3-carboxamide